[O-]CCCC.[O-]CCCC.[O-]CCCC.[O-]CCCC.[O-]CCCC.[Nb+5] niobium pentabutoxide